5-((1R,4R)-2-Oxa-5-azabicyclo[2.2.1]heptan-5-yl)pyrazolo[1,5-a]pyrimidine-3-carboxylic acid [C@H]12OC[C@H](N(C1)C1=NC=3N(C=C1)N=CC3C(=O)O)C2